(S)-N-Boc-alpha-methyl-4-iodo-3-methoxyphenylalanine benzyl ester C(C1=CC=CC=C1)OC([C@@](NC(=O)OC(C)(C)C)(CC1=CC(=C(C=C1)I)OC)C)=O